CC1=CC=C(C=C1)S(=O)(=O)/C=C/C#N 3-[(4-methylphenyl)sulfonyl]-(2E)-propenenitrile